FC(C=1C=CC=2N(N1)C(=CN2)C2=CC(=NC=N2)N2CC(CCC2)CNS(=O)(=O)C)F N-[[1-[6-[6-(difluoromethyl)imidazo[1,2-b]pyridazin-3-yl]pyrimidin-4-yl]-3-piperidinyl]methyl]methanesulfonamide